N-[4-(3-Cyanophenyl)-5-(2,4-dimethylquinazolin-6-yl)thiazol-2-yl]-2-oxa-6-azaspiro[3.3]heptane-6-carboxamide C(#N)C=1C=C(C=CC1)C=1N=C(SC1C=1C=C2C(=NC(=NC2=CC1)C)C)NC(=O)N1CC2(COC2)C1